tert-butyl (3R)-3-((4-((1R,2S)-rel-2-(4-bromo-6-chloro-1-(tetrahydro-2H-pyran-2-yl)-1H-indazol-5-yl)cyclopropyl)-2H-1,2,3-triazol-2-yl)methyl)piperidine-1-carboxylate BrC1=C2C=NN(C2=CC(=C1[C@@H]1[C@@H](C1)C1=NN(N=C1)C[C@H]1CN(CCC1)C(=O)OC(C)(C)C)Cl)[C@@H]1OCCCC1 |o1:33|